5-(4-Fluorophenyl)-4-hydroxy-4-(hydroxymethyl)cyclopent-2-en-1-one FC1=CC=C(C=C1)C1C(C=CC1=O)(CO)O